CN(CC(=O)N1CC(C1)C=1C=C2C(=C(NC2=CC1)C=1C(=C(C(N(C1)C)=O)C)C)C(C)C)C 5-(5-(1-(Dimethylglycyl)azetidin-3-yl)-3-isopropyl-1H-indol-2-yl)-1,3,4-trimethylpyridin-2(1H)-on